BrC1=C(C=CC=C1F)[C@@H]1C(=C(NC(=N1)C=1SC=CN1)C12C3C4C5(C(C14)C2C53)C(=O)O)C(=O)OCC |o1:8| (1S,2R,3S,8S)-4-((S*)-6-(2-bromo-3-fluorophenyl)-5-(ethoxycarbonyl)-2-(thiazol-2-yl)-3,6-dihydropyrimidin-4-yl)cubane-1-carboxylic acid